O[C@@](CN1N=CC(=C1)C#N)(C)[C@H]1CC[C@H]2[C@@H]3CC[C@H]4C[C@](CC[C@@H]4[C@H]3CC[C@]12C)(CCC)O 1-((S)-2-hydroxy-2-((3R,5S,8R,9R,10S,13S,14S,17S)-3-hydroxy-13-methyl-3-propylhexadecahydro-1H-cyclopenta[a]phenanthren-17-yl)propyl)-1H-pyrazole-4-carbonitrile